FC(C)(F)C1(CC(CO1)C1=C(C(=C(C=C1)F)F)OC)C 5-(1,1-difluoroethyl)-3-(3,4-difluoro-2-methoxy-phenyl)-5-methyl-tetrahydrofuran